sodium (6-{[5-cyclopropyl-1-(oxan-2-yl)-1H-pyrazol-3-yl]amino}-5-methoxy-1,2-benzoxazol-3-yl){4-[(2S)-1,4-dioxan-2-yl]-2,6-dimethoxybenzene-1-sulfonyl}azanide C1(CC1)C1=CC(=NN1C1OCCCC1)NC1=CC2=C(C(=NO2)[N-]S(=O)(=O)C2=C(C=C(C=C2OC)[C@@H]2OCCOC2)OC)C=C1OC.[Na+]